2-((S)-4-(6-((8-methylnaphthalen-1-yl)methyl)-2-(((S)-1-methylpyrrolidin-2-yl)methoxy)-6,7-dihydro-5H-pyrrolo[3,4-d]pyrimidin-4-yl)piperazin-2-yl)acetonitrile CC=1C=CC=C2C=CC=C(C12)CN1CC=2N=C(N=C(C2C1)N1C[C@@H](NCC1)CC#N)OC[C@H]1N(CCC1)C